FC(OC1=CC=C(C=C1)NN=C(C#N)C#N)(F)F carbonylcyanide p-trifluoromethoxyphenylhydrazone